COC(C1=CC(=CC=C1)OC(F)(F)F)=O 3-(trifluoromethoxy)benzoic acid methyl ester